N-(3,4-dihydro-2H-benzo[b][1,4]dioxepin-7-yl)-4-(N-(4-fluorophenyl)sulfamoyl)benzamide O1C2=C(OCCC1)C=C(C=C2)NC(C2=CC=C(C=C2)S(NC2=CC=C(C=C2)F)(=O)=O)=O